NCC1C=2C=CC(=CC2CCC1)N1C(CCC1)=O 1-[5-(aminomethyl)-5,6,7,8-tetrahydronaphthalen-2-yl]pyrrolidin-2-one